methyl 3-(tributylstannyl)-2-butenoate C(CCC)[Sn](C(=CC(=O)OC)C)(CCCC)CCCC